F[C@@H]1C[C@H](N(C1)C)C(C([2H])([2H])[2H])O 1-((2S,4R)-4-fluoro-1-methylpyrrolidin-2-yl)ethan-2,2,2-d3-1-ol